(2-(2-(2-METHOXY-5-METHYLPHENYL)THIAZOL-4-YL)ACETYL)GLYCINE COC1=C(C=C(C=C1)C)C=1SC=C(N1)CC(=O)NCC(=O)O